BrC1=C2C=NNC2=CC2=C1[C@@H](CCC2)C (R)-4-Bromo-5-methyl-5,6,7,8-tetrahydro-1H-benzo[f]indazole